The molecule is a phthalic acid monoester resulting from the formal condensation of one of the carboxy groups of phthalic acid with the hydroxy group of benzyl alcohol. It is a major metabolite of the plasticiser butyl benzyl phthalate (BBP). It has a role as a xenoestrogen and a xenobiotic metabolite. It derives from a benzyl alcohol. C1=CC=C(C=C1)COC(=O)C2=CC=CC=C2C(=O)O